FC(C1=NN=C(S1)N1C(N(C2=C1C=C(C=C2N2CCN(CC2)C(=O)OC(C)(C)C)S(=O)(=O)F)CC)=O)F tert-butyl 4-(1-(5-(difluoromethyl)-1,3,4-thiadiazol-2-yl)-3-ethyl-6-(fluorosulfonyl)-2-oxo-2,3-dihydro-1H-benzo[d]imidazol-4-yl)piperazine-1-carboxylate